(3-(2-methoxyethoxy)propyl)-2-phenyl-1H-indol-7-amine COCCOCCCN1C(=CC2=CC=CC(=C12)N)C1=CC=CC=C1